5-((((3'-chloro-2'-(2-chloro-3-((4-(((2-hydroxyethyl)amino)methyl)-3-(trifluoromethyl)pyridin-2-yl)amino)phenyl)-6-methoxy-[2,4'-bipyridin]-5-yl)methyl)amino)methyl)pyrrolidin-2-one ClC=1C(=NC=CC1C1=NC(=C(C=C1)CNCC1CCC(N1)=O)OC)C1=C(C(=CC=C1)NC1=NC=CC(=C1C(F)(F)F)CNCCO)Cl